C(#N)C1=NN2C(CN(CCC2)C(=O)OC(C)(C)C)=C1 tert-butyl 2-cyano-4,6,7,8-tetrahydropyrazolo[1,5-a][1,4]diazepine-5-carboxylate